C(=O)(OC(C)(C)C)N[C@@H](CCCCN)C(=O)O |r| Boc-DL-lysine